C1(CC1)C(CC(=O)O)(C)O 3-CYCLOPROPYL-3-HYDROXYBUTANOIC ACID